1-Octyl-3-propylpyridinium cyanid [C-]#N.C(CCCCCCC)[N+]1=CC(=CC=C1)CCC